C(C)(C)(C)OOC(C)(CC)OOC(C)(C)C 2,2-di-(tert-butyl-peroxy)butane